NC=1C2=C(N=CN1)C(=CN2C2=CC=C(C(=O)NC1=NC=CC(=C1)C(F)(F)F)C=C2)C(=C)C 4-(4-amino-7-(prop-1-en-2-yl)-5H-pyrrolo[3,2-d]pyrimidin-5-yl)-N-(4-(trifluoromethyl)pyridin-2-yl)benzamide